(R)-1-(4-amino-8-(3-hydroxy-2,6-dimethylphenyl)pyrido[3,4-d]pyrimidin-6-yl)pyrrolidin-2-one NC=1C2=C(N=CN1)C(=NC(=C2)N2C(CCC2)=O)C2=C(C(=CC=C2C)O)C